O1CCN(CC1)C=1C=C(C=C(C1)S(=O)(=O)C1=CC=CC=C1)C=1C=NC(=NC1)NC(C)=O N-(5-(3-morpholino-5-(phenylsulfonyl)phenyl)pyrimidin-2-yl)acetamide